4'-[(1-{[2-fluoro-4-(propan-2-yl)phenyl]carbamoyl}-D-prolyl)amino][1,1'-biphenyl]-4-carboxylic acid FC1=C(C=CC(=C1)C(C)C)NC(=O)N1[C@H](CCC1)C(=O)NC1=CC=C(C=C1)C1=CC=C(C=C1)C(=O)O